CC=1C(=NC(=NC1)NC1=CC=NN1C)C=1N=C(OC1)C(=O)NCCC1=CC(=CC=C1)SC 4-(5-methyl-2-((1-methyl-1H-pyrazol-5-yl)amino)pyrimidin-4-yl)-N-(3-(methylthio)phenethyl)oxazole-2-carboxamide